CC1(CC2=C(N=C(S2)CO)CC1)C (6,6-dimethyl-4,5,6,7-tetrahydrobenzo[d]thiazol-2-yl)methanol